CCS(=O)(=O)NC1=CC2=C(C=C1)NC(=C2C(=NC3=CC=C(C=C3)CN4CCCCC4)C5=CC=CC=C5)O The molecule is an oxindole that is indolin-2-one which is substituted at position 5 by an (ethylsulfonyl)nitrilo group and at position 2 by a methylidene group, which is itself substituted by a phenyl group and a [4-(piperidin-1-ylmethyl)phenyl]amino group. An Aurora B kinase inhibitor, it is used to inhibit chromosome alignment and segregation. It has a role as an Aurora kinase inhibitor. It is a member of oxindoles, a member of piperidines, a sulfonamide, an enamine and a tertiary amino compound.